5-chloro-2-methoxybenzyl-alanine ClC=1C=CC(=C(CN[C@@H](C)C(=O)O)C1)OC